FC(C1=NC(=NO1)C1=CC=2CN(CCC2S1)C(=O)C1=C(C#N)C=CC=C1)(F)F 2-(2-(5-(trifluoromethyl)-1,2,4-oxadiazol-3-yl)-4,5,6,7-tetrahydrothieno[3,2-c]pyridine-5-carbonyl)benzonitrile